bis-(3-dimethylamino-propyl)amine CN(CCCNCCCN(C)C)C